2-(6-(6-(tert-butyl)-2-chloro-7H-pyrrolo[2,3-d]pyrimidin-7-yl)pyridin-2-yl)propan-2-ol C(C)(C)(C)C1=CC2=C(N=C(N=C2)Cl)N1C1=CC=CC(=N1)C(C)(C)O